1,3,3-trimethyl-N-(4-(4-methylpiperidin-1-yl)phenyl)indolin-5-amine CN1CC(C2=CC(=CC=C12)NC1=CC=C(C=C1)N1CCC(CC1)C)(C)C